6-[1-(2-Fluoro-6-methyl-phenyl)-piperidin-4-yl]-2-methyl-4-(2-trifluoromethyl-benzyl)-2,4,6,7-tetrahydro-[1,2,3]triazolo[4,5-d]pyrimidin-5-on FC1=C(C(=CC=C1)C)N1CCC(CC1)N1C(N(C=2C(C1)=NN(N2)C)CC2=C(C=CC=C2)C(F)(F)F)=O